1-(3-chloro-5'-fluoro-3'-(2-fluoropyridin-4-yl)-2'-(methoxymethoxy)-[1,1'-biphenyl]-4-yl)-3-methyl-1H-imidazol-2(3H)-one ClC=1C=C(C=CC1N1C(N(C=C1)C)=O)C1=C(C(=CC(=C1)F)C1=CC(=NC=C1)F)OCOC